3-[4-(6-methoxy-benzofuran-2-yl)-phenyl]-propan-1-ol COC1=CC2=C(C=C(O2)C2=CC=C(C=C2)CCCO)C=C1